C(C1=CC=CC=C1)C(CO)(C)NC(CN1C(C2=CC(=CC=C2C1)C1=NC(=NC=C1Cl)NC1CCOCC1)=O)=O N-(2-benzyl-1-hydroxypropan-2-yl)-2-(6-{5-chloro-2-[(oxan-4-yl)amino]pyrimidin-4-yl}-1-oxo-2,3-dihydro-1H-isoindol-2-yl)acetamide